BrCC(C(=O)NC1=CC(=C(C=C1)C#N)C(F)(F)F)=C 2-(bromomethyl)-N-(4-cyano-3-(trifluoromethyl)phenyl)acrylamide